4-(4-pyridyl)benzeneBoronic acid N1=CC=C(C=C1)C1=CC=C(C=C1)B(O)O